C(C)(C)(C)OC(=O)N(C(OC(C)(C)C)=O)C1=NN(C=C1CNC(=O)OC(C)(C)C)C1CCN(CC1)C(=O)C1(CCC1)C tert-butyl N-tert-butoxycarbonyl-N-[4-[(tert-butoxycarbonylamino)methyl]-1-[1-(1-methylcyclobutanecarbonyl)-4-piperidyl]pyrazol-3-yl]carbamate